COC1(C([Te]CCC1)(OC)OC)OC Tetramethoxytellurane